CN1N=C(C2=CC=CC(=C12)N1CCC(CC1)CN1C[C@H](NCC1)C)C1C(NC(CC1)=O)=O 3-(1-methyl-7-(4-(((R)-3-methylpiperazin-1-yl)methyl)piperidin-1-yl)-1H-indazol-3-yl)piperidine-2,6-dione